(2,6-dimethoxyphenyl)-3-hydroxyhept-2-enoic acid ethyl ester C(C)OC(C(=C(CCCC)O)C1=C(C=CC=C1OC)OC)=O